bis(4-methylphenyl)(cyclopentadienyl)(2,7-dimethyl-3,6-di-tert-butylfluorenyl)methane CC1=CC=C(C=C1)C(C1=C(C(=CC=2C3=CC(=C(C=C3CC12)C)C(C)(C)C)C(C)(C)C)C)(C1C=CC=C1)C1=CC=C(C=C1)C